((R)-2-amino-4-phenylbutyryl)-L-alanine benzyl ester C(C1=CC=CC=C1)OC([C@@H](NC([C@@H](CCC1=CC=CC=C1)N)=O)C)=O